2-(5-(benzyloxy)-1-(4-fluoro-3-methylphenyl)-2-isopropyl-1H-indol-3-yl)acetonitrile C(C1=CC=CC=C1)OC=1C=C2C(=C(N(C2=CC1)C1=CC(=C(C=C1)F)C)C(C)C)CC#N